C(N)(=O)C1=CC=C(C=C1)C1=C2CCCC(C2=CC=C1)CN(C(OC(C)(C)C)=O)C tert-butyl ((5-(4-carbamoylphenyl)-1,2,3,4-tetrahydronaphthalen-1-yl)methyl)(methyl)carbamate